bis(cyclopentadienyl)zirconium dichloride [Cl-].[Cl-].C1(C=CC=C1)[Zr+2]C1C=CC=C1